C(C#CC)N(C(CN(C(OC(C)(C)C)=O)C)=O)C tert-butyl (2-(but-2-yn-1-yl(methyl)amino)-2-oxoethyl)(methyl)carbamate